hexane thioacetate C(C)(=S)O.CCCCCC